2-(6-(1,4-dimethyl-1H-1,2,3-triazol-5-yl)-4-(phenyl-(tetrahydro-2H-pyran-4-yl)methyl)-4H-thieno[2',3':4,5]pyrrolo[3,2-b]pyridin-2-yl)propan-2-ol CN1N=NC(=C1C=1C=C2C(=NC1)C1=C(N2C(C2CCOCC2)C2=CC=CC=C2)C=C(S1)C(C)(C)O)C